NCC1=CC2=C(N(C(=N2)CN2C(C3(C4=C(C=C(C=C24)F)F)CC3)=O)CCCC(F)(F)F)C=C1 1'-((5-(Aminomethyl)-1-(4,4,4-trifluorobutyl)-1H-benzo[d]imidazol-2-yl)methyl)-4',6'-difluorospiro[cyclopropane-1,3'-indol]-2'-one